tert-butyl (S)-2-carbamothioylpyrrolidine-1-carboxylate C(N)(=S)[C@H]1N(CCC1)C(=O)OC(C)(C)C